ClC=1C=C(OCC(=O)N)C=C(C1CC1=C(C(=C(C=C1)O)C(C)C)F)CC 2-(3-chloro-5-ethyl-4-(2-fluoro-4-hydroxy-3-isopropylbenzyl)phenoxy)acetamide